2-(3β-(tert-butyldimethylsilyloxy)-androst-5-en-17β-yloxy)-acetaldehyde [Si](C)(C)(C(C)(C)C)O[C@@H]1CC2=CC[C@H]3[C@@H]4CC[C@@H]([C@@]4(C)CC[C@@H]3[C@]2(CC1)C)OCC=O